ClC=1C=CC2=C(C(=NS2)C(=O)N)C1 5-chlorobenzo[d]isothiazole-3-carboxamide